O1N=C(N=C1)C=1C=C(C=CC1)C=1C(=NC(=NC1)N)N [3-(1,2,4-oxadiazol-3-yl)phenyl]-2,4-pyrimidinediamine